2-benzyl-6-(3-(5-chloropyridin-3-yl)-1,2,4-oxadiazol-5-yl)pyridazin-3(2H)-one C(C1=CC=CC=C1)N1N=C(C=CC1=O)C1=NC(=NO1)C=1C=NC=C(C1)Cl